Cl.N[C@H](C=1N=C2N(C=CC(=N2)[C@@H](C2CC2)NC(OCC2C3=CC=CC=C3C=3C=CC=CC23)=O)C1)C1CCC(CC1)(F)F (9H-Fluoren-9-yl)methyl ((R)-(2-((S)-amino(4,4-difluorocyclohexyl)methyl)imidazo[1,2-a]pyrimidin-7-yl)(cyclopropyl)methyl)carbamate hydrochloride